6-Chloro-N,N'-diethyl-2,4-diaminetriazine CCNC1=NC(=NC(=N1)Cl)NCC